N-(3-Chloro-4-fluorophenyl)-N1-(4-ethylphenyl)-6-pyrrolidin-1-yl-[1,3,5]triazine-2,4-diamine hydrochloride Cl.ClC=1C=C(C=CC1F)NC1N(C(=NC(=N1)N)N1CCCC1)C1=CC=C(C=C1)CC